CC1=C(C=C(C=C1)N1CC2CCC(C1)N2C(=O)OC(C)(C)C)C(NC2(CC2)C2=C1C=CC(=NC1=CC(=C2)C=2C=NN(C2)C)C)=O tert-Butyl 3-(4-methyl-3-((1-(2-methyl-7-(1-methyl-1H-pyrazol-4-yl)quinolin-5-yl)cyclopropyl)carbamoyl)phenyl)-3,8-diazabicyclo[3.2.1]octane-8-carboxylate